C1=C(C=CC=2CCCCC12)S(=O)(=O)F 5,6,7,8-tetrahydronaphthalene-2-sulfonyl fluoride